OC1=C(CN(C2=CC=CC=C12)C)C(C1=CC=C(C=C1)N(C1=CC=CC=C1)C1=CC=CC2=CC=CC=C12)=O 4-hydroxy-1-methyl-3-{4-[naphthalen-1-yl(phenyl)amino]benzoyl}quinoline